N1(CCCCC1)CC1OC(=NOC1)C1(CNCC1)CC=1C=NC=CC1 rac-5-(piperidin-1-ylmethyl)-3-(3-(pyridin-3-ylmethyl)pyrrolidin-3-yl)-5,6-dihydro-1,4,2-dioxazine